BrC1=C(C=C(C=C1)C)[C@@H](C(C)(C)C)O (R)-1-(2-bromo-5-methylphenyl)-2,2-dimethylpropan-1-ol